C(#N)C1=CC=C2C(=CN(C2=C1S(=O)(=O)C)COCC[Si](C)(C)C)C1=NC(=NC=C1CC)N[C@@H]1CN(CCC1)C(=O)OC(C)(C)C Tert-butyl (3S)-3-[[4-[6-cyano-7-methylsulfonyl-1-(2-trimethylsilylethoxymethyl)indol-3-yl]-5-ethyl-pyrimidin-2-yl]amino]piperidine-1-carboxylate